S1C2=C(C=C1C1C(OC(C1=C)=O)C(=O)OCC)C=CC=C2 ethyl 3-(benzo[b]thiophen-2-yl)-4-methylene-5-oxotetrahydrofuran-2-carboxylate